FC(CC[C@@H]1CC[C@@H](N1C(=O)OC(C)(C)C)C(=O)OC)F 1-(tert-butyl) 2-methyl (2R,5S)-5-(3,3-difluoropropyl)-pyrrolidine-1,2-dicarboxylate